N-[3-[2-(4-chlorophenyl)triazol-4-yl]-1-bicyclo[1.1.1]pentanyl]-3-(1-methylsulfonylcyclopropyl)-1,2,4-thiadiazole-5-carboxamide ClC1=CC=C(C=C1)N1N=CC(=N1)C12CC(C1)(C2)NC(=O)C2=NC(=NS2)C2(CC2)S(=O)(=O)C